Benzyl 2-[(3S)-1-[(1r,4r)-4-{[2-(2,6-dioxopiperidin-3-yl)-1,3-dioxo-2,3-dihydro-1H-isoindol-4-yl]amino} cyclohexanecarbonyl]pyrrolidin-3-yl]acetate O=C1NC(CCC1N1C(C2=CC=CC(=C2C1=O)NC1CCC(CC1)C(=O)N1C[C@@H](CC1)CC(=O)OCC1=CC=CC=C1)=O)=O